C(C)(C)C=1C=CC=C2C(=NNC12)N 7-isopropyl-1H-indazol-3-amine